FC1(CC(C1)(C)CN1N=C(C(=C1C(=O)NC1=CC(=NC=C1)S(=O)(=N)C)C(F)F)C12C(C(C1)C2)(F)F)F 1-((3,3-difluoro-1-methylcyclobutyl)methyl)-3-(2,2-difluorobicyclo[1.1.1]pentan-1-yl)-4-(difluoromethyl)-N-(2-(S-methylsulfonimidoyl)pyridin-4-yl)-1H-pyrazole-5-carboxamide